ethyl-2-mesitylmagnesium C(C)[Mg]C1=C(C=C(C=C1C)C)C